[AsH](OC(CO)=O)([O-])=O glycolyl arsonate